2-cyano-N-(4-methyl-3-(2-(4-morpholinophenylamino)thieno[3,2-d]pyrimidin-7-yl)phenyl)acetamide C(#N)CC(=O)NC1=CC(=C(C=C1)C)C1=CSC2=C1N=C(N=C2)NC2=CC=C(C=C2)N2CCOCC2